ClC1=C(C=NC=C1)C1=C(C(=NC(=N1)S(=O)C)OC)C(=O)N (4-chloropyridin-3-yl)-4-methoxy-2-(methylsulfinyl)pyrimidine-5-carboxamide